NCCOC=1C=C(C=CC1)C[C@H](C(=O)OC(C)(C)C)[C@@H]1CN(CC1)C(=O)OC(C)(C)C (R)-tert-butyl 3-((S)-3-(3-(2-aminoethoxy)phenyl)-1-(tert-butoxy)-1-oxopropan-2-yl)pyrrolidine-1-carboxylate